methyl margarate C(CCCCCCCCCCCCCCCC)(=O)OC